N(=[N+]=[N-])C=1C=C(C(C(=O)O)=CC1)O.ON1C(CCC1=O)=O N-hydroxysuccinimide 4-azidosalicylate